C(CC)C(CCC)(CCC)O 4-propyl-4-heptanol